FC1=C(C=C(C=C1)C1=NN2C(=NC=3C=CC=CC3C2=N1)N[C@H]1C(NCCCC1)=O)C (3R)-3-{[2-(4-fluoro-3-methylphenyl)[1,2,4]triazolo[1,5-c]quinazolin-5-yl]amino}azepan-2-one